trifluoroacetic acid (trifluoroacetate) FC(C(=O)O)(F)F.FC(C(=O)O)(F)F